C(C)C1=C(C(=CC(=C1)C)CC)CC(=O)[O-] 2,6-diethyl-4-methylbenzeneacetate